N-(4,5-difluoro-2-methoxybenzylidene)-2-methylpropan-2-sulfinamide FC1=CC(=C(C=NS(=O)C(C)(C)C)C=C1F)OC